N-Acetyl-D-Cystein C(C)(=O)N[C@H](CS)C(=O)O